4-((4-methylpyridin-2-yl)oxy)benzaldehyde CC1=CC(=NC=C1)OC1=CC=C(C=O)C=C1